FC(C(=O)[O-])(F)F.[NH+]1=CC=CC=C1 pyridin-1-ium Trifluoroacetate salt